(4-bromo-1-(pyridazin-4-yl)-1H-pyrazol-5-yl)methanol BrC=1C=NN(C1CO)C1=CN=NC=C1